(R)-6-chloro-3-((1-(3,6-dimethyl-2-(1-(1-methyl-1H-pyrazol-3-yl)piperidin-4-yl)-4-oxo-3,4-dihydroquinazolin-8-yl)ethyl)amino)-N-(methylsulfonyl)picolinamide ClC1=CC=C(C(=N1)C(=O)NS(=O)(=O)C)N[C@H](C)C=1C=C(C=C2C(N(C(=NC12)C1CCN(CC1)C1=NN(C=C1)C)C)=O)C